CC1C(=O)OCCC1 METHYL-DELTA-VALEROLACTONE